(R)-6-(2-(3-chlorophenyl)-2-hydroxyacetyl)-2-(1-(4-(pyridin-3-yl)thiophen-2-yl)cyclopropyl)-5,6,7,8-tetrahydropyrido[4,3-d]pyrimidin-4(3H)-one ClC=1C=C(C=CC1)[C@H](C(=O)N1CC2=C(N=C(NC2=O)C2(CC2)C=2SC=C(C2)C=2C=NC=CC2)CC1)O